2-(hydroxymethyl)-5-methoxypyridin OCC1=NC=C(C=C1)OC